CSC=1C=C(C=CC1)NN (3-(methylthio)phenyl)hydrazine